C(C)C1=C(NC2=CC=C(C=C12)C1CCNCC1)C1=NNC2=NC=CC=C21 3-(3-ethyl-5-(piperidin-4-yl)-1H-indol-2-yl)-1H-pyrazolo[3,4-b]pyridine